(2R)-1-(4-bromobenzenesulfonyl)pyrrolidine-2-carboxylic acid BrC1=CC=C(C=C1)S(=O)(=O)N1[C@H](CCC1)C(=O)O